4-(2-(difluoromethoxy)-1,1-difluoroethoxy)benzene FC(OCC(OC1=CC=CC=C1)(F)F)F